FC(C=1C=C(C=CC1)C1=CC(=CO1)C(=O)NC1=NC(=NS1)CC(C)N(C)C)(F)F 5-(3-(trifluoromethyl)phenyl)-N-(3-(2-(dimethylamino)propyl)-1,2,4-thiadiazol-5-yl)furan-3-Formamide